C(C)(C)(C)OC(CCOCCNC)=O.C(C1=CC=CC=C1)[C@@H]1N(OCC1)C1=CC(=NC=N1)NC=1C(=CC(=C(C1)NC(C=C)=O)N1CCN(CC1)C1CCCC1)OC N-(5-((6-((S)-3-benzylisoxazolidine-2-yl)pyrimidine-4-yl)amino)-2-(4-cyclopentylpiperazine-1-yl)-4-methoxyphenyl)acrylamide tert-butyl-3-(2-(methylamino)ethoxy)propanoate